(S)-6-(2,3-difluorophenyl)-3-(1-(6-ethoxy-5-methoxypyridin-2-yl)-2-(methylsulfonyl)ethyl)-7-methyl-1H-imidazo[4,5-b]pyridin-2(3H)-one FC1=C(C=CC=C1F)C=1C(=C2C(=NC1)N(C(N2)=O)[C@H](CS(=O)(=O)C)C2=NC(=C(C=C2)OC)OCC)C